3-(4-chloro-5-fluoropyrimidin-2-yl)-1-(2-fluorobenzyl)-1H-pyrazol ClC1=NC(=NC=C1F)C1=NN(C=C1)CC1=C(C=CC=C1)F